1,4-Octanediamine C(CCC(CCCC)N)N